1-(4-chloro-2-fluorophenyl)piperidin-4-amine ClC1=CC(=C(C=C1)N1CCC(CC1)N)F